N1(CCC1)C1CCC(CC1)C=1SC2=C(N1)C(=C(N2)C=2C(=C(C(N(C2)C)=O)C)C)C(C)C 5-(2-(4-(azetidin-1-yl)cyclohexyl)-6-isopropyl-4H-pyrrolo[3,2-d]thiazol-5-yl)-1,3,4-trimethylpyridin-2(1H)-one